((6R,7aS)-6-fluoro-1-methyl-2-methylenetetrahydro-1H-pyrrolizin-7a(5H)-yl)-methanol F[C@H]1CN2CC(C([C@@]2(C1)CO)C)=C